S(CCC(C(=O)O)N)CCC(C(=O)O)N 4,4'-sulfanediylbis(2-aminobutanoic acid)